((((S)-1-amino-1-oxobutan-2-yl)amino)methyl)hexanoic acid NC([C@H](CC)NCC(C(=O)O)CCCC)=O